ClC=1C(=C2C=NNC2=CC1C)C=1C(=NN(C1C)C1CC2(CN(C2)C(C=C)=O)C1)C=1C=C2C=NN(C2=CC1)CCN1C[C@@H](CC1)F (R)-1-(6-(4-(5-chloro-6-methyl-1H-indazol-4-yl)-3-(1-(2-(3-fluoropyrrolidin-1-yl)ethyl)-1H-indazol-5-yl)-5-methyl-1H-pyrazol-1-yl)-2-azaspiro[3.3]hept-2-yl)propan-2-en-1-one